(S)-5-methyl-N-((S)-5-methyl-4-oxo-2,3,4,5-tetrahydrobenzo[b][1,4]oxazepin-3-yl)-4,5,6,7-tetrahydro-1H-indazole-3-carboxamide C[C@@H]1CC=2C(=NNC2CC1)C(=O)N[C@@H]1C(N(C2=C(OC1)C=CC=C2)C)=O